(1S,2R)-1,2-dihydroxypropane-1,2,3-tricarboxylic acid O[C@@H]([C@](CC(=O)O)(C(=O)O)O)C(=O)O